1-trifluoromethanesulfonylpiperidin-3-yl acetate C(C)(=O)OC1CN(CCC1)S(=O)(=O)C(F)(F)F